Methyl 2-(trideuteriomethylamino)acetate [2H]C([2H])([2H])NCC(=O)OC